FC(C(=O)O)(C)C 2-Fluoro-2-methylpropanoic acid